4-((2S,5R)-4-(Bis(4-fluorophenyl)methyl)-2,5-dimethylpiperazin-1-yl)-1,7-dimethyl-1,7-dihydro-6H-pyrazolo[3,4-d]pyrimidin-6-one FC1=CC=C(C=C1)C(N1C[C@@H](N(C[C@H]1C)C=1C2=C(N(C(N1)=O)C)N(N=C2)C)C)C2=CC=C(C=C2)F